ClC(C=C)(CC=CC)C 3-chloro-3-methyl-1,5-heptadiene